1-(3-(3-fluoro-1-(methylsulfonyl)-3-azetidinyl)benzoyl)-D-prolinamide FC1(CN(C1)S(=O)(=O)C)C=1C=C(C(=O)N2[C@H](CCC2)C(=O)N)C=CC1